7-((3-chloro-5-fluorobenzyl)oxy)-3,4-dihydroisoquinolin ClC=1C=C(COC2=CC=C3CCN=CC3=C2)C=C(C1)F